C1(CC1)N1CCN(CC1)C(=O)C=1C=CC2=C(C3=C(O2)C=C(C=C3)[C@@H](C(F)(F)F)N[C@H](C(=O)OCC)CC(C)(C)F)C1 ethyl (S)-2-(((S)-1-(8-(4-(cyclopropyl) piperazine-1-carbonyl) dibenzo[b,d]furan-3-yl)-2,2,2-trifluoroethyl) amino)-4-fluoro-4-methylpentanoate